methyl 2-(3,5-dichloro-4-((1-oxo-1,2,3,4-tetrahydroisoquinolin-6-yl) oxy) phenyl)-3,5-dioxo-2,3,4,5-tetrahydro-1,2,4-triazine-6-carboxylate ClC=1C=C(C=C(C1OC=1C=C2CCNC(C2=CC1)=O)Cl)N1N=C(C(NC1=O)=O)C(=O)OC